4-(((1-((6-chloropyridin-3-yl)amino)isoquinolin-6-yl)oxy)methyl)tetrahydro-2H-pyran-4-carbonitrile ClC1=CC=C(C=N1)NC1=NC=CC2=CC(=CC=C12)OCC1(CCOCC1)C#N